ClC1=NC(=NC(=C1)OC(F)F)C(C)(F)F 4-chloro-2-(1,1-difluoroethyl)-6-(difluoromethoxy)pyrimidine